BrC1=CC=C(C=C1)C(C1=CC=C(C=C1)C)(C1=CC=C(C=C1)C)C1=CC=C(C=C1)C1CCCCC1 4,4'-((4-bromophenyl)(4-cyclohexylphenyl)methylene)bis(methylbenzene)